N1(CCC1)C1=NC(=CC(=N1)OC1CCC1)CCCCCCCCCCCCCC 2-(Azetidin-1-yl)-4-cyclobutanoxy-6-tetradecylpyrimidine